ClC1=C(C=C2CC(CN3C2=C1C=C3)NC)F 9-chloro-8-fluoro-N-methyl-5,6-dihydro-4H-pyrrolo[3,2,1-ij]quinolin-5-amine